O1[C@H](COCC1)CN1N=C2C3=C(CC4(C2=C1)CC4)OC(=C3C)C(=O)NC[C@H]3OCCC3 2'-[(2S)-1,4-dioxan-2-ylmethyl]-8'-methyl-N-[(2S)-tetrahydrofuran-2-ylmethyl]-2',5'-dihydrospiro[cyclopropane-1,4'-furo[2,3-g]indazole]-7'-carboxamide